C(C=C)(=O)OCCC[C@@H](CCOC1=CC=C(C(=O)OC2=CC=C(C=C2)OC(C2=CC=C(C=C2)OCC[C@H](CCCOC(C=C)=O)C)=O)C=C1)C (S)-1,4-Phenylene bis(4-((S)-6-(acryloyloxy)-3-methylhexyloxy)benzoate)